spiro[3H-furo[3,4-c]pyridine-1,4'-tetrahydropyran]-6-carboxylic acid methyl ester COC(=O)C1=CC2=C(C=N1)COC21CCOCC1